C(C)(C)C1=C(NC=2C1=NC(=CC2)C2CCN(CC2)C2COC2)C=2C=C(C(N(C2)C)=O)C 5-(3-isopropyl-5-(1-(oxetan-3-yl)piperidin-4-yl)-1H-pyrrolo[3,2-b]Pyridin-2-yl)-1,3-dimethylpyridin-2(1H)-one